(5-(1-methyl-1H-pyrazol-3-yl)pyridin-3-yl)boronic acid CN1N=C(C=C1)C=1C=C(C=NC1)B(O)O